3-mercaptopropyl-ethyl sulfide SCCCSCC